C(C1=CC=CC=C1)N1CC(CC1)=C(C)C 1-benzyl-3-isopropylidene-pyrrolidine